CC1=C(C=CC(=C1)C)N1CCN(CC1)CC=1C=C2C(N(C(C2=CC1)=O)N1C(NC(CC1)=O)=O)=O 5-((4-(2,4-dimethylphenyl)piperazin-1-yl)methyl)-2-(2,4-dioxotetrahydropyrimidine-1(2H)-yl)isoindoline-1,3-dione